O=C1NC=2CCCCC2C(=C1)C(=O)O oxo-1,2,5,6,7,8-hexahydroquinoline-4-carboxylic acid